phenyl (2-fluoro-4-(pyridin-2-yl)phenyl)carbamate FC1=C(C=CC(=C1)C1=NC=CC=C1)NC(OC1=CC=CC=C1)=O